3-[3-(2-chloro-6-methyl-4-pyridinyl)-5-(1H-imidazol-2-ylmethylamino)pyrazolo[1,5-a]pyrimidin-2-yl]benzonitrile ClC1=NC(=CC(=C1)C=1C(=NN2C1N=C(C=C2)NCC=2NC=CN2)C=2C=C(C#N)C=CC2)C